diphenyl-2-pyridyl-phosphine C1(=CC=CC=C1)P(C1=NC=CC=C1)C1=CC=CC=C1